C(C1=CC=CC=C1)OC1=C(C=C(C=C1)C(C)C)S(=O)(=O)N 2-benzyloxy-5-isopropyl-benzenesulfonamide